ClC=1C=C(C=C(C1)Cl)C1=NC(=CC(=C1)CN1C[C@@H]2C([C@@H]2C1)NC(C)=O)OC=1C=NC(=NC1)N1CCN(CCC1)C N-((1R,5S,6r)-3-((2-(3,5-dichlorophenyl)-6-((2-(4-methyl-1,4-diazepan-1-yl)pyrimidin-5-yl)oxy)pyridin-4-yl)methyl)-3-azabicyclo[3.1.0]hexan-6-yl)acetamide